BrCC(=O)NC=1SC2=C(N1)C=CC(=C2)OC 2-bromo-N-(6-methoxybenzo[d]thiazol-2-yl)acetamide